(1R,3R)-3-(4-aminopyrimidin-2-yl)cyclohexan-1-ol NC1=NC(=NC=C1)[C@H]1C[C@@H](CCC1)O